CC(CC)OC(=O)N1C(CCCC1)CCO 1-(1-methylpropoxy-carbonyl)-2-(2-hydroxyethyl)piperidine